N-(4-(1-cyclobutyl-4-(trifluoromethyl)-1H-imidazol-2-yl)benzyl)-2-(4-cyclopropyl-6-methoxypyrimidin-5-yl)imidazo[2,1-f][1,2,4]triazin-4-amine C1(CCC1)N1C(=NC(=C1)C(F)(F)F)C1=CC=C(CNC2=NC(=NN3C2=NC=C3)C=3C(=NC=NC3OC)C3CC3)C=C1